(2S,4R)-1-{2-[4-(dimethylamino)-2H-1,2,3-triazol-2-yl]acetyl}-4-fluoro-N-[(S)-[3-fluoro-4-(propan-2-yl)phenyl](phenyl)methyl]pyrrolidine-2-carboxamide CN(C1=NN(N=C1)CC(=O)N1[C@@H](C[C@H](C1)F)C(=O)N[C@@H](C1=CC=CC=C1)C1=CC(=C(C=C1)C(C)C)F)C